carbamoylphosphine-d C(N)(=O)P[2H]